tert-butyl 5-(difluoromethyl)-2-oxopiperidine-1-carboxylate FC(C1CCC(N(C1)C(=O)OC(C)(C)C)=O)F